C(C)(=O)N[C@@H]1[C@H]([C@H]([C@H](N(C1)C(CCCCC(=O)OCC1=CC=CC=C1)=O)COC(C)(C)C)O)O benzyl 6-[(2R,3S,4R,5S)-5-acetamido-2-(tert-butoxymethyl)-3,4-dihydroxy-1-piperidyl]-6-oxo-hexanoate